(3S)-8-(9-acryloyl-3-oxa-7,9-diazabicyclo[3.3.1]nonan-7-yl)-11-(5-chloro-2,4-difluorophenyl)-3-methoxy-10-(trifluoromethyl)-3,4-dihydro-2H,6H-[1,4]thiazepino[2,3,4-ij]quinazolin-6-one C(C=C)(=O)N1C2COCC1CN(C2)C2=NC(N1C3=C(C(=C(C=C23)C(F)(F)F)C2=C(C=C(C(=C2)Cl)F)F)SC[C@H](C1)OC)=O